O1CCN(CC1)C1=CC(=NC=C1)N1CC2(CN(C2)C(C=C)=O)C1 1-(6-(4-morpholinopyridin-2-yl)-2,6-diazaspiro[3.3]heptan-2-yl)prop-2-en-1-one